BrC=1C=C(C=CC1)NC(C(C1=CC=C(C=C1)C=1N=NN(N1)C)C1CC(CC1)(F)F)=O N-(3-Bromophenyl)-2-(3,3-difluorocyclopentyl)-2-(4-(2-methyl-2H-tetrazol-5-yl)phenyl)acetamide